C1OCC12CN(C2)CC=2C=CC(=NC2OC)C=2C(=C(C=CC2)C2=C(C(=CC=C2)NC(=O)C=2N(C1=C(CN(CC1)C)N2)C)Cl)Cl N-(3'-(5-((2-Oxa-6-azaspiro[3.3]heptane-6-yl)methyl)-6-methoxypyridin-2-yl)-2,2'-Dichloro-[1,1'-biphenyl]-3-yl)-1,5-dimethyl-4,5,6,7-tetrahydro-1H-imidazo[4,5-c]pyridine-2-carboxamide